4-cyclopropyl-pyridin C1(CC1)C1=CC=NC=C1